[2H]C([2H])([2H])N1C(C=2C(C1=O)=CC=CC2)=O N-(1,1,1-trideuteromethyl)phthalimide